2-(3-bromo-propyl)-1,3-dioxolane BrCCCC1OCCO1